C(C)(C)(C)OC(NC1=C(C(=C(C=C1)F)NC(C1=C(C(=CC(=C1)[N+](=O)[O-])F)Cl)=O)F)=O (3-(2-chloro-3-fluoro-5-nitrobenzoylamino)-2,4-difluorophenyl)carbamic acid tert-butyl ester